Cl.NC(C(=O)N1CCN(CC1)C(=O)NC1=NC(N(C=C1)[C@@H]1CC[C@H](CC1)CN(CC)[C@@H]1CC[C@H](CC1)N)=O)(C)C 4-(2-Amino-2-methylpropanoyl)-N-(1-(trans-4-(((trans-4-aminocyclohexyl)(ethyl)amino)methyl)cyclohexyl)-2-oxo-1,2-dihydropyrimidin-4-yl)piperazine-1-carboxamide hydrochloride salt